O=CC(C)C(=O)[O-] 1-oxopropan-2-carboxylate